ClC(C(=O)O)(Cl)Cl trisChloroacetic acid